2,2'-bis((4-chlorophenyl)seleno)-1,1'-biphenyl ClC1=CC=C(C=C1)[Se]C1=C(C=CC=C1)C1=C(C=CC=C1)[Se]C1=CC=C(C=C1)Cl